9-Acetoxy-3,8,10-triethyl-7,8,10-trimethyl-1,5-dioxa-9-azaspiro[5.5]undec-3-yl-methylstearate C(C)(=O)ON1C(C(C2(OCC(CO2)(CC)OC(C(CCCCCCCCCCCCCCCC)C)=O)CC1(C)CC)C)(C)CC